ClC=1C=C(C=NC1N1N=CC=N1)NC(=O)C=1C=NN(C1C(F)(F)F)C1=C2C(=C(N=C1)C1CC1)SC=C2 N-(5-Chloro-6-(2H-1,2,3-triazol-2-yl)pyridin-3-yl)-1-(7-cyclopropylthieno[2,3-c]pyridin-4-yl)-5-(trifluoromethyl)-1H-pyrazol-4-carboxamid